2-((2S)-1-acryloyl-4-(6,6-difluoro-2-(((S)-1-methylpyrrolidin-2-yl)methoxy)-7-(naphthalen-1-yl)-6,7-dihydro-5H-pyrano[2,3-d]pyrimidin-4-yl)piperazin-2-yl)acetonitrile C(C=C)(=O)N1[C@H](CN(CC1)C=1C2=C(N=C(N1)OC[C@H]1N(CCC1)C)OC(C(C2)(F)F)C2=CC=CC1=CC=CC=C21)CC#N